(1S,6S,7R)-3-Methyl-(6-methylhept-5-en-2-yl)-cyclohex-2-enol CC1=C[C@@](CCC1)(O)C(C)CCC=C(C)C